ClC=1C=CC(=NC1)N[C@@H]1C[C@@H]2CN([C@H]1C2)C(=O)C2=C(C=C(C=C2)F)C2=NC=CC=N2 ((1S,4S,6R)-6-((5-chloropyridin-2-yl)amino)-2-azabicyclo[2.2.1]heptan-2-yl)(4-fluoro-2-(pyrimidin-2-yl)phenyl)methanone